[Si](C)(C)(C(C)(C)C)OC[C@H]1COCCCN1C=1C2=C(N=C(N1)SC)C(=C(OC2=O)Cl)C 4-[(3R)-3-{[(tert-butyldimethylsilyl)oxy]methyl}-1,4-oxazepan-4-yl]-7-chloro-8-methyl-2-(methylsulfanyl)pyrano[4,3-d]pyrimidin-5-one